3-(2-{6-[(3R)-3-aminopiperidine-1-carbonyl]-3-methylpyrazolo[1,5-a]pyridin-2-yl}-1-(cyclopropylmethyl)-1H-pyrrolo[2,3-b]pyridin-6-yl)-2-fluorophenol N[C@H]1CN(CCC1)C(=O)C=1C=CC=2N(C1)N=C(C2C)C2=CC=1C(=NC(=CC1)C=1C(=C(C=CC1)O)F)N2CC2CC2